stearamidopropyldimethyl(myristyl acetate) C(CCCCCCCCCCCCCCCCC)(=O)NCCCOC(C(CCCCCCCCCCCCCC)(C)C)=O